OC=1C(=NC=CC1)O 3-hydroxypyridinol